CN1C=NC2=C1C=C(C=C2)C2=CN=C(S2)C#CC2CCN(CC2)C 5-(1-methyl-1H-benzo[d]imidazol-6-yl)-2-((1-methylpiperidin-4-yl)ethynyl)thiazole